ClC1=CC(=C2C(=NC(N(C2=C1)C1=CC=CC=C1)=O)NC)OC[C@H](C)O (S)-7-chloro-5-(2-hydroxypropoxy)-4-(methylamino)-1-phenylquinazolin-2(1H)-one